tert-Butyl (1R,5S,9S)-9-(Cyanomethyl)-5-(3-methoxyphenyl)-2-azabicyclo[3.3.1]nonane-2-carboxylate C(#N)C[C@@H]1[C@@H]2N(CC[C@]1(CCC2)C2=CC(=CC=C2)OC)C(=O)OC(C)(C)C